FC1=CC(=CC=2C=COC21)C=2C(=NC(=CN2)CCCOC)N2CCC(CCC2)C(=O)O 1-(3-(7-fluorobenzofuran-5-yl)-6-(3-methoxypropyl)pyrazin-2-yl)azepane-4-carboxylic acid